F[C@H]1[C@@H]([C@H]2CN([C@@H]1CC2)C)N(C2=NN=C(S2)C2=C(C=C(C=C2)C2=NC(N(C=N2)C)=O)O)C 4-(4-(5-(((1R,4R,5R,6R)-6-fluoro-2-methyl-2-azabicyclo[2.2.2]octan-5-yl)(methyl)amino)-1,3,4-thiadiazol-2-yl)-3-hydroxyphenyl)-1-methyl-1,3,5-triazin-2(1H)-one